N'-(dithiobis-2,1-phenylene)dibenzoamide C1(=C(C=CC=C1)SSC1=C(C=CC=C1)C1=C(C(=O)N)C=CC=C1)C1=C(C(=O)N)C=CC=C1